FC1=C(C=CC(=N1)C(NS(=O)C(C)(C)C)C1=CC=CC=C1)C1(CC1)C N-((6-fluoro-5-(1-methylcyclopropyl)pyridin-2-yl)(phenyl)methyl)-2-methylpropane-2-sulfinamide